CN(C)CNC(C(=C)C)=O N-(N,N-dimethyl-aminomethyl)methacrylamide